C(#N)C=1C=CC(=C2C=CC=NC12)N1C[C@@]2(C[C@@]2(C1)C(F)(F)F)C(=O)NC1=CC=C(C=C1)C1CCN(CC1)C (1S,5R)-3-(8-cyanoquinolin-5-yl)-N-(4-(1-methylpiperidin-4-yl)phenyl)-5-(trifluoromethyl)-3-azabicyclo[3.1.0]hexane-1-carboxamide